C1=C(C=CC=2C3=CC=CC=C3C3(C12)C1=CC=CC=C1C=1C=CC(=CC13)C(=O)O)C(=O)O 9,9'-spirobifluorene-2,2'-dicarboxylic acid